sodium potassium 2,2-dibutylmalonate C(CCC)C(C(=O)[O-])(C(=O)[O-])CCCC.[K+].[Na+]